C(C)C1=CC2=C(C3=CC=CC=C3C=C2C=C1)OCCCCCCC 2-ethyl-9-(n-heptyloxy)anthracene